COC1=NC2=C(N1)C=C(C=C2)C=2CCN(CC2)C 2-methoxy-6-(1-methyl-1,2,3,6-tetrahydropyridin-4-yl)-1H-benzo[d]Imidazole